4-amino-1-methyl-N-(tetrahydrofuran-3-yl)-1H-imidazole-2-carboxamide NC=1N=C(N(C1)C)C(=O)NC1COCC1